(S)-3-(1-(1H-pyrazol-4-yl)pyrrolidin-3-yl)-4-methyl-N-(5-(trifluoromethyl)pyridin-3-yl)benzamide N1N=CC(=C1)N1C[C@@H](CC1)C=1C=C(C(=O)NC=2C=NC=C(C2)C(F)(F)F)C=CC1C